bis(N,N-dimethylhydrazinecarbonyl-4-aminophenyl)methane CN(C1=CC(=C(C=C1)CC1=C(C=C(C=C1)N(C)C)C(=O)NN)C(=O)NN)C